NCCNS(=O)(=O)C=1C=CC(=C2C=CN=CC12)Cl N-(2-aminoethyl)-5-chloro-isoquinoline-8-sulfonamide